(S)-6-((3-amino-5-(4-amino-2-oxo-8-azaspiro[4.5]decan-8-yl)pyrazin-2-yl)thio)-7-chloroindolin-2-one NC=1C(=NC=C(N1)N1CCC2([C@H](CC(C2)=O)N)CC1)SC1=CC=C2CC(NC2=C1Cl)=O